[Na+].I(=O)(=O)(=O)[O-].I(=O)(=O)(=O)[O-].[Ag+] silver diperiodate sodium salt